C(CCCCCC)OCC1CO1 glycidyl normal heptyl ether